4-(Dimethylamino)pyridin CN(C1=CC=NC=C1)C